ClC1([C@H]([C@@H]1C1=CC(=CC(=C1)Cl)Cl)C(=O)NC=1C=CC(=C(C(=O)NC2=C(C=C(C=C2)F)F)C1)F)Cl 5-((1R,3R)-2,2-dichloro-3-(3,5-dichlorophenyl)cyclopropane-1-carboxamido)-N-(2,4-difluorophenyl)-2-fluorobenzamide